3-methyl-1-(2-(3,4,5-trifluorobenzyl)pyridin-4-yl)-1,5,6,7-tetrahydro-4H-pyrazolo[4,3-c]pyridin-4-one CC1=NN(C2=C1C(NCC2)=O)C2=CC(=NC=C2)CC2=CC(=C(C(=C2)F)F)F